ClC=1C=C(C=CC1)C=1SC2=C(N1)CC[C@@]1([C@H]3CC[C@]4([C@H]([C@@H]3C[C@@H]([C@H]12)O)CCC4=O)C)C (5aR,5bS,7aS,10aS,10bR,12S,12aS)-2-(3-chlorophenyl)-12-hydroxy-5a,7a-dimethyl-4,5,5a,5b,6,7,7a,9,10,10a,10b,11,12,12a-tetradecahydro-8H-cyclopenta[7,8]phenanthro[2,1-d]thiazol-8-one